ClCC1=NC(=NC(=N1)CCl)CCl 2,4,6-tris(chloromethyl)1,3,5-triazine